1-([1,1'-biphenyl]-4-yl)-N-(3-methyl-quinuclidin-3-yl)piperidine-4-carboxamide C1(=CC=C(C=C1)N1CCC(CC1)C(=O)NC1(CN2CCC1CC2)C)C2=CC=CC=C2